5-methyl-2-((7-methyl-[1,2,4]triazolo[1,5-a]pyridin-6-yl)amino)-7-(tetrahydro-2H-pyran-4-yl)-5H-pyrrolo[2,3-d]pyrimidin-6(7H)-one CC1C(N(C=2N=C(N=CC21)NC=2C(=CC=1N(C2)N=CN1)C)C1CCOCC1)=O